BrC1=NC(=CC(=C1)C1=CN=CC(=N1)C(=O)OC)Cl methyl 6-(2-bromo-6-chloropyridin-4-yl)pyrazine-2-carboxylate